O[C@@H](C(=O)N1CC2=C(CCC1)C(NC(=N2)C2(CC2)C2=CC=CC=C2)=O)C=2C=C(C=CC2)C2=CC(=CC=C2)OC(F)(F)F (R)-8-(2-hydroxy-2-(3'-(trifluoromethoxy)-[1,1'-biphenyl]-3-yl)acetyl)-2-(1-phenylcyclopropyl)-3,5,6,7,8,9-hexahydro-4H-pyrimido[4,5-c]azepin-4-one